(6-(3-cyanopropyl)pyrazin-2-yl)piperidine-4-carboxylic acid ethyl ester C(C)OC(=O)C1CCN(CC1)C1=NC(=CN=C1)CCCC#N